FC=1C=C2C(C(N(C2=CC1C(=O)N)C)=O)(C)C 5-fluoro-1,3,3-trimethyl-2-oxoindole-6-carboxamide